N1(CCC1)C=1C=CC2=C(N(C(=N2)C=2C(=C(C(=C(C2)OC)O)O)F)C2COC2)C1 4-(6-(azetidin-1-yl)-1-(oxetan-3-yl)-1H-benzo[d]imidazol-2-yl)-3-fluoro-6-methoxybenzene-1,2-diol